The molecule is a cyclic tetrapyrrole anion obtained by deprotonation of the carboxy groups of nickel-sirohydrochlorin a,c-diamide; major species at pH 7.3. It is a cyclic tetrapyrrole anion and a hexacarboxylic acid anion. It is a conjugate base of a nickel-sirohydrochlorin a,c-diamide. C[C@@]1([C@@H](C2=CC3=NC(=CC4=C(C(=C([N-]4)C=C5[C@@]([C@@H](C(=N5)C=C1[N-]2)CCC(=O)[O-])(C)CC(=O)N)CC(=O)[O-])CCC(=O)[O-])C(=C3CC(=O)[O-])CCC(=O)[O-])CCC(=O)[O-])CC(=O)N.[Ni]